6-(2-hydroxy-2-(m-tolyl)acetyl)-2-(1-(thiophen-2-yl)cyclopropyl)-5,6,7,8-tetrahydropyrido[4,3-d]pyrimidin-4(3H)-one OC(C(=O)N1CC2=C(N=C(NC2=O)C2(CC2)C=2SC=CC2)CC1)C=1C=C(C=CC1)C